The molecule is the fatty amide resulting from the formal condensation of oleic acid and aniline. It is an anilide and a fatty amide. It derives from an oleic acid. CCCCCCCC/C=C\\CCCCCCCC(=O)NC1=CC=CC=C1